C(C)(C)C1=C(C=CC=C1)C1=NC=C2N(C(N(C2=N1)CC1=CC=C(C=C1)NCCOC)=O)C 2-(2-isopropylphenyl)-9-(4-((2-methoxyethyl)amino)benzyl)-7-methyl-7,9-dihydro-8H-purin-8-one